N-[(1R,3S)-3-(7,8-dimethoxy-[1,2,4]triazolo[4,3-a]pyridin-3-yl)cyclohexyl]-4-(oxetan-3-yloxy)-5-(trifluoromethyl)pyrimidin-2-amine COC1=C(C=2N(C=C1)C(=NN2)[C@@H]2C[C@@H](CCC2)NC2=NC=C(C(=N2)OC2COC2)C(F)(F)F)OC